1-benzyl-6-(pyridin-3-yl)-1H-2,1-benzothiazin-4(3H)-one 2,2-dioxide C(C1=CC=CC=C1)N1S(CC(C2=C1C=CC(=C2)C=2C=NC=CC2)=O)(=O)=O